OC1=CC=C(C=C1)C1(CC(CC(C1)C)CCC)C1=CC=C(C=C1)O 1,1-bis(4-hydroxyphenyl)-3-propyl-5-methylcyclohexane